BrC1=C(C=C2N=C(C=3N(C2=C1)C=NC3)NCC3=C(C=C(C=C3)OC)OC)Cl 8-bromo-7-chloro-N-(2,4-dimethoxybenzyl)imidazo[1,5-a]quinoxalin-4-amine